ClC1=C(C(=CC=C1Cl)OC)[C@H]1C[C@H](N(C1)C(=O)OC(C)(C)C)CNCC(=O)OC tert-butyl (2S,4R)-4-(2,3-dichloro-6-methoxyphenyl)-2-[[(2-methoxy-2-oxoethyl)amino]methyl]pyrrolidine-1-carboxylate